The molecule is a branched amino tetrasaccharide consisting of N-acetyl-glucosamine at the reducing end with an alpha-fucosyl-(1->2)-alpha-fucosyl group attached at the 3-position and an N-acetyl-beta-glucosaminyl residue attached at the 4-position. It has a role as an epitope. It is an amino tetrasaccharide and a glucosamine oligosaccharide. C[C@H]1[C@H]([C@H]([C@@H]([C@@H](O1)O[C@H]2[C@@H]([C@@H]([C@@H](O[C@H]2O[C@H]3[C@@H]([C@H](OC([C@@H]3NC(=O)C)O)CO)O[C@H]4[C@@H]([C@H]([C@H]([C@H](O4)CO)O)O)NC(=O)C)C)O)O)O)O)O